NC1=NC=2C=NC(=CC2C2=C1COC2)C(=O)N2[C@H](COC[C@H]2C)C=2N=NC(=CC2)OC2CC2 (4-amino-1,3-dihydrofuro[3,4-c][1,7]naphthyridin-8-yl)((3s,5r)-3-(6-(cyclopropyloxy)-3-pyridazinyl)-5-methyl-4-morpholinyl)methanone